COC([C@H](NC1=C(C=C(C=C1[N+](=O)[O-])CO[Si](C)(C)C(C)(C)C)Br)C)=O (2-Bromo-4-(((tert-butyldimethylsilyl)oxy)methyl)-6-nitrophenyl)-D-alanine methyl ester